tert-butyl (R)-(1-(2-chloro-3-fluorophenyl)-1-oxopentan-2-yl)carbamate ClC1=C(C=CC=C1F)C([C@@H](CCC)NC(OC(C)(C)C)=O)=O